3-{[1-(2,2-difluoroethyl)piperidin-4-yl]oxy}-5-(5-methyl-1,3-thiazol-2-yl)-N-{(1S)-1-[2-(trifluoromethyl)pyrimidin-5-yl]ethyl}benzamide FC(CN1CCC(CC1)OC=1C=C(C(=O)N[C@@H](C)C=2C=NC(=NC2)C(F)(F)F)C=C(C1)C=1SC(=CN1)C)F